4-fluoro-N-(2-(7-methyl-1H-indol-3-yl)ethyl)-2-((3,4,5-trimethoxyphenyl)amino)benzamide FC1=CC(=C(C(=O)NCCC2=CNC3=C(C=CC=C23)C)C=C1)NC1=CC(=C(C(=C1)OC)OC)OC